C1(CCCCC1)C1=CC=C(C=C1)C1N(CC=2N=C(N=C(C21)N)N2CC(OCC2)C2CC2)C2CCN(CC2)C (4-cyclohexylphenyl)-2-(2-cyclopropylmorpholino)-6-(1-methylpiperidin-4-yl)-6,7-dihydro-5H-pyrrolo[3,4-d]pyrimidin-4-amine